N-(4-bromo-3-methoxybenzyl)-1-(6-(2-methoxyphenyl)pyridazin-3-yl)piperidin-3-amine BrC1=C(C=C(CNC2CN(CCC2)C=2N=NC(=CC2)C2=C(C=CC=C2)OC)C=C1)OC